(2-((3-cyanobenzyl)oxy)-4-((3-(2,3-dihydrobenzo[b][1,4]dioxin-6-yl)-2-methylbenzyl)oxy)-5-methylbenzyl)-D-serine hydrochloride Cl.C(#N)C=1C=C(COC2=C(CN[C@H](CO)C(=O)O)C=C(C(=C2)OCC2=C(C(=CC=C2)C2=CC3=C(OCCO3)C=C2)C)C)C=CC1